4,4'-methylenebis(6-hydroxymethyl-2,3-dimethylphenol) C(C1=C(C(=C(C(=C1)CO)O)C)C)C1=C(C(=C(C(=C1)CO)O)C)C